(2S,4R)-4-[(4-cyclopropylphenyl)methyl]-2-[(1-methylindole-5-yl)methylcarbamoyl]pyrrolidine-1-carboxylic acid tert-butyl ester C(C)(C)(C)OC(=O)N1[C@@H](C[C@H](C1)CC1=CC=C(C=C1)C1CC1)C(NCC=1C=C2C=CN(C2=CC1)C)=O